C(C)N(CC)[Ta](N(CC)CC)(N(CC)CC)(N(CC)CC)N(CC)CC pentakis(diethylamino)tantalum